C1(CCC1)N1C2=C(OC3(CC3)C1)C(=C(C(=C2)F)C2=C(C=NN2C)I)C#N 4-Cyclobutyl-6-fluoro-7-(4-iodo-1-methyl-1H-pyrazol-5-yl)-3,4-dihydrospiro[benzo[b][1,4]oxazine-2,1'-cyclopropane]-8-carbonitrile